4-(3-chloro-5-methoxyphenyl)-1-(5-(isopropylthio)-4-(4-(trifluoromethyl)phenyl)thiazol-2-yl)-3-methyl-1H-pyrazole-5-carboxylic acid ClC=1C=C(C=C(C1)OC)C=1C(=NN(C1C(=O)O)C=1SC(=C(N1)C1=CC=C(C=C1)C(F)(F)F)SC(C)C)C